tert-Butyl 4-{[(6R)-2,2-difluoro-6-[2-(methoxycarbonyl)-4-(methylamino)pyrimidin-5-yl]-7-azaspiro[3.5]nonan-7-yl]methyl}-5-methoxy-7-methylindole-1-carboxylate FC1(CC2(C1)C[C@@H](N(CC2)CC2=C1C=CN(C1=C(C=C2OC)C)C(=O)OC(C)(C)C)C=2C(=NC(=NC2)C(=O)OC)NC)F